C(C)(C)(C)[S@](=O)\N=C\C1=CC=C(C(=O)OC)C=C1 Methyl (S,E)-4-(((tert-butylsulfinyl)imino)methyl)benzoate